NC1=NC(=C(C(=N1)C1=C(C=C(C=C1)OC)O)C1=CC=C(C=C1)Cl)C 2-[2-amino-5-(4-chlorophenyl)-6-methylpyrimidin-4-yl]-5-methoxyphenol